methyl 7-bromotetralin-5-carboxylate BrC=1C=C(C=2CCCCC2C1)C(=O)OC